C1(=CC=CC=C1)N1C(=NC=C1)C1=CC=CC=C1 1,2-diphenylimidazole